ethyl (perfluoro-n-butyl) sulfide FC(C(C(C(F)(F)F)(F)F)(F)F)(F)SCC